NC1[C@@H]2N(C(=C(CS2)C=2SC=C(N2)C)C(=O)O)C1=O 7-amino-3-(4-methylthiazolyl)-3-cephem-4-carboxylic acid